The molecule is an organic sulfamate oxoanion that is the conjugate base of (7-methyloctyl)sulfamic acid. It has been isolated from Daphnia pulex and has been shown to cause morphological changes in the green alga Scenedesmus gutwinskii. It has a role as a kairomone and a Daphnia pulex metabolite. It is a conjugate base of a (7-methyloctyl)sulfamic acid. CC(C)CCCCCCNS(=O)(=O)[O-]